3-(5-((5-chloro-7-fluoroquinolin-8-yl)methoxy)-2-fluoro-4-methoxyphenyl)-2,4-dioxo-1H-thieno[3,4-d]pyrimidine-5-carboxylic acid ClC1=C2C=CC=NC2=C(C(=C1)F)COC=1C(=CC(=C(C1)N1C(NC=2C(C1=O)=C(SC2)C(=O)O)=O)F)OC